NC(/C=C/C(=O)N1CC2=C(C(C1)C1=C(C=CC=C1)C=1C(=NN(C1)CC)C(F)(F)F)C=C(S2)C#N)(C)C (E)-6-(4-amino-4-methylpent-2-enoyl)-4-(2-(1-ethyl-3-(trifluoromethyl)-1H-pyrazol-4-yl)phenyl)-4,5,6,7-tetrahydrothieno[2,3-c]pyridine-2-carbonitrile